2-Benzyl-2H-indazole-6-carboxylic acid methyl ester COC(=O)C=1C=CC2=CN(N=C2C1)CC1=CC=CC=C1